((2-aminopyridin-4-yl)methoxy-d2)-5-(2',5'-dimethyl-2',3'-dihydro-1'H-spiro[cyclopropane-1,4'-isoquinolin]-7'-yl)pyrazin-2-amine NC1=NC=CC(=C1)C(OC=1C(=NC=C(N1)C1=CC(=C2C3(CN(CC2=C1)C)CC3)C)N)([2H])[2H]